C(#C)C=1C=CC(N(C1)C)=O 5-ethynyl-1-methylpyridin-2-one